CC(CC(=O)OCCCCCCCCCCCl)C chlorodecyl 3-methylbutanoate